3-(2-benzyloxyethoxy)propan-1-ol C(C1=CC=CC=C1)OCCOCCCO